methyl 5-bromo-2-ethenyl-6-methylpyridine-3-carboxylate BrC=1C=C(C(=NC1C)C=C)C(=O)OC